C1(CC1)[C@H]([C@@H](C(=O)O)C)C1=CC2=C(OC[C@H](N2C)C2=CC=C(C=C2)C2=C(C=CC(=C2)OC)F)C=C1 |o1:15| (2S,3R)-3-cyclopropyl-3-((R or S)-3-(2'-fluoro-5'-methoxy-[1,1'-biphenyl]-4-yl)-4-methyl-3,4-dihydro-2H-benzo[b][1,4]oxazin-6-yl)-2-methyl-propanoic acid